OC1([C@H](CN(C[C@H]1C)C1=CC(=NC=N1)NC(C1=NC(=CC=C1)C=1C=NN(C1)C)=O)C)C N-(6-((3S,4r,5R)-4-hydroxy-3,4,5-trimethylpiperidin-1-yl)pyrimidin-4-yl)-6-(1-methyl-1H-pyrazol-4-yl)picolinamide